C(C)(C)(C)OC(=O)N1CCC(=CC1)C1=CC(=C(C=C1)[N+](=O)[O-])N 4-(3-amino-4-nitrophenyl)-3,6-dihydropyridine-1(2H)-carboxylic acid tert-butyl ester